2-CYCLOHEXYL-4,7-DIMETHYL-1H-INDOLE-3-CARBOXALDEHYDE C1(CCCCC1)C=1NC2=C(C=CC(=C2C1C=O)C)C